N-[1-(dicyclopropylmethyl)-2-[[5-[3,5-dimethyl-1-(2-trimethylsilylethoxymethyl)pyrazol-4-yl]-4-fluoro-2-pyridyl]amino]-2-oxo-ethyl]-2-ethyl-pyrazole-3-carboxamide C1(CC1)C(C(C(=O)NC1=NC=C(C(=C1)F)C=1C(=NN(C1C)COCC[Si](C)(C)C)C)NC(=O)C=1N(N=CC1)CC)C1CC1